imidazo[4,5-d]pyrrolo[2,3-b]pyridine-6(1H)-carboxylic acid tert-butyl ester C(C)(C)(C)OC(=O)N1C=CC=2C1=NC=C1C2NC=N1